1-(4-cyanophenyl)-2-((phenylthio)methyl)pyrrolidine C(#N)C1=CC=C(C=C1)N1C(CCC1)CSC1=CC=CC=C1